1-((2R,4aS,4bR,6aS,7S,7aS,8aR,8bR,8cR,10aR)-2-hydroxy-2,6a-dimethyloctadecahydrocyclopenta[4,5]cyclopenta[1,2-a]phenanthren-7-yl)-2-(1H-tetrazol-1-yl)ethane-1-one O[C@@]1(CC[C@@H]2[C@H]3CC[C@]4(C(C3CCC2C1)[C@H]1[C@@H]([C@@H]4C(CN4N=NN=C4)=O)CCC1)C)C